N-(4-(cis-bicyclo[3.1.0]hexan-3-yloxy)-3,5-difluorophenyl)-5-ethyl-2-(hexahydrocyclopenta[c]pyrrol-2(1H)-yl)oxazole-4-carboxamide C12CC(CC2C1)OC1=C(C=C(C=C1F)NC(=O)C=1N=C(OC1CC)N1CC2C(C1)CCC2)F